5-chloro-2-methyl-6-difluoromethyl-N-(4-(4-methylphenoxy)benzyl)pyrimidin-4-amine ClC=1C(=NC(=NC1C(F)F)C)NCC1=CC=C(C=C1)OC1=CC=C(C=C1)C